4-formylpiperidin-4-yl carbamate C(N)(OC1(CCNCC1)C=O)=O